2'-(5-bromo-1H-1,3-benzodiazol-2-yl)-5'-chloro-4-{[(1R)-1-phenylbutyl]carbamoyl}-[1,1'-biphenyl]-2-carboxylic acid BrC1=CC2=C(NC(=N2)C2=C(C=C(C=C2)Cl)C=2C(=CC(=CC2)C(N[C@H](CCC)C2=CC=CC=C2)=O)C(=O)O)C=C1